NCCN=CCC[Si](OC)(OC)C N-aminoethyl-γ-iminopropyl-methyl-dimethoxysilane